tert-Butyl (3S)-6-[3-[2-(dimethylamino)ethoxy]phenyl]-3-methyl-3,4-dihydro-2H-pyridine-1-carboxylate CN(CCOC=1C=C(C=CC1)C1=CC[C@@H](CN1C(=O)OC(C)(C)C)C)C